4-(2,4-dimethoxypyridin-3-yl)-3-(2-methoxyethoxy)-2-oxo-2H-pyran-6-carboxylic acid COC1=NC=CC(=C1C1=C(C(OC(=C1)C(=O)O)=O)OCCOC)OC